tert-butyl 2-(1-(4-isopropylthiophen-2-yl)cyclopropyl)-4-oxo-3,4,5,7,8,9-hexahydro-6H-pyrimido[5,4-c]azepine-6-carboxylate C(C)(C)C=1C=C(SC1)C1(CC1)C=1NC(C=2CN(CCCC2N1)C(=O)OC(C)(C)C)=O